S1C=NC2=C1C1=C(C=NN=C1)N2 4H-thiazolo[5',4':4,5]pyrrolo[2,3-d]pyridazin